FC1=C(C=CC(=C1)C1NCCOC1)C=1N=C2SC3=C(N2C1)C=CC(=C3)C(=O)NCCCN3CCC(CC3)F 2-(2-fluoro-4-(morpholin-3-yl)phenyl)-N-(3-(4-fluoropiperidin-1-yl)propyl)benzo[d]imidazo[2,1-b]thiazole-7-carboxamide